OC=1C=CC(=C2CCOC(C12)=O)C 8-hydroxy-5-methylisochroman-1-one